7-{4-[4-(6-Fluoro-benzo[d]isoxazol-3-yl)-piperidin-1-yl]-butyl}-6,8-dioxo-octahydro-pyrazino[1,2-c]pyrimidine-2-carboxylic acid methyl ester fumarate C(\C=C\C(=O)O)(=O)O.COC(=O)N1CC2N(C(N(C(C2)=O)CCCCN2CCC(CC2)C2=NOC3=C2C=CC(=C3)F)=O)CC1